CC1=C(SC(=C1C)C(=O)O)C(=O)O 3,4-dimethyl-2,5-dicarboxythiophene